ClC1=CC=CC(=N1)C1=NC(=NO1)C1=NC(=C(C(=C1)C=1C=NC=CC1C)F)C 5-(6-chloropyridin-2-yl)-3-(5'-fluoro-4,6'-dimethyl-[3,4'-bipyridin]-2'-yl)-1,2,4-oxadiazole